tert-Butyl 3-formyl-2-(pent-4-yn-1-yl)-2,4,6,7-tetrahydro-5H-pyrazolo[4,3-c]pyridine-5-carboxylate C(=O)C=1N(N=C2C1CN(CC2)C(=O)OC(C)(C)C)CCCC#C